CC1=C(C=NC=C1C(NC)=O)B(O)O 4-methyl-5-(methylcarbamoyl)pyridin-3-ylboronic acid